O=C1NC(CCC1N1C(C2=CC=CC(=C2C1=O)NC1CCC(CC1)C(=O)N1C[C@H](CC1)CC(=O)O)=O)=O 2-[(3R)-1-[(1r,4r)-4-{[2-(2,6-dioxopiperidin-3-yl)-1,3-dioxo-2,3-dihydro-1H-isoindol-4-yl]amino}cyclohexanecarbonyl]pyrrolidin-3-yl]acetic acid